BrC1=CC=C(C=C1)C(C#N)(C)C 2-(4-Bromophenyl)-2-methylpropanenitrile